The molecule is a thiochromane that is 3,4-dihydro-2H-1-benzothiopyran S,S-dioxide in which the hydrogens at position 4 are both replaced by methyl groups, the hydrogens at position 7 is replaced by a heptyloxy group, while the hydrogen at position 6 is replaced by a 1-phenylprop-1-en-2-yl group, the phenyl group of which is substituted at the para position by a carboxy group. It is a selective antagonist for retinoic acid receptor alpha. It has a role as a retinoic acid receptor alpha antagonist and an apoptosis inducer. It is a thiochromane, a sulfone, a member of benzoic acids and an aromatic ether. CCCCCCCOC1=CC2=C(C=C1/C(=C/C3=CC=C(C=C3)C(=O)O)/C)C(CCS2(=O)=O)(C)C